N-oleyl-methacrylamide C(CCCCCCC\C=C/CCCCCCCC)NC(C(=C)C)=O